4-(4-fluoro-3-(6-methoxy-2-methyl-2H-indazol-5-yl)phenyl)-7-isopropyl-7H-imidazo[4,5-c]Pyridazine FC1=C(C=C(C=C1)C=1C2=C(N=NC1)N(C=N2)C(C)C)C2=CC1=CN(N=C1C=C2OC)C